2-(4-(benzyloxy)phenyl)-6,7-dihydro-4(5H)-benzofuranone C(C1=CC=CC=C1)OC1=CC=C(C=C1)C=1OC2=C(C1)C(CCC2)=O